tert-butyl N-[3-[5-(2,5-difluorophenyl)-3-[2-[2-(3-hydroxypropoxy)ethoxy]ethyl-methyl-carbamoyl]-2-phenyl-1,3,4-thiadiazol-2-yl]propyl]carbamate FC1=C(C=C(C=C1)F)C1=NN(C(S1)(C1=CC=CC=C1)CCCNC(OC(C)(C)C)=O)C(N(C)CCOCCOCCCO)=O